(S)-3-methoxy-N-(6-(5-methyl-6,7-dihydro-5H-pyrrolo[2,1-c][1,2,4]triazol-3-yl)pyridin-2-yl)-1-(6-(oxetan-3-yl)pyridin-3-yl)-1H-pyrazole-4-carboxamide COC1=NN(C=C1C(=O)NC1=NC(=CC=C1)C=1N2C(=NN1)CC[C@@H]2C)C=2C=NC(=CC2)C2COC2